FC([C@@H]1CC[C@H](CC1)NC1CC2=CC=C(C=C2C1)NC(C=C)=O)(F)F N-(2-(((trans)-4-(trifluoromethyl)cyclohexyl)amino)-2,3-dihydro-1H-inden-5-yl)acrylamide